NC=1C(=NC(=CC1)Cl)C(=O)NC1CCC(CC1)N(C)C 3-amino-6-chloro-N-[4-(dimethylamino)cyclohexyl]pyridine-2-carboxamide